tert-butyl ((1r,3r)-3-((6-chloroquinazolin-4-yl)amino)cyclobutyl)carbamate ClC=1C=C2C(=NC=NC2=CC1)NC1CC(C1)NC(OC(C)(C)C)=O